ClC1=C2CCN(CC2=CC=C1OCC1=CN=CO1)C[C@H](CNC(OC(C)(C)C)=O)O (S)-tert-butyl (3-(5-chloro-6-(oxazol-5-ylmethoxy)-3,4-dihydroisoquinolin-2(1H)-yl)-2-hydroxypropyl)carbamate